C1(CC1)CNC1=NC2=CC(=CC=C2C=C1)OC[C@H]1S[C@H]([C@@H]([C@@H]1O)O)N1C=CC2=C1N=CN=C2OC (2R,3S,4R,5R)-2-(((2-((Cyclopropylmethyl)amino)chinolin-7-yl)oxy)methyl)-5-(4-methoxy-7H-pyrrolo[2,3-d]pyrimidin-7-yl)tetrahydrothiophen-3,4-diol